C(#N)C1=C(\C=C/2\C(NC(C2)=O)=O)C=CC=C1 (E)-3-(2-cyanobenzylidene)pyrrolidine-2,5-dione